NC1=C(C(=O)O)C=C(C=C1)OC(F)(F)F 2-amino-5-(trifluoromethoxy)benzoic acid